1,5,9-triiodotriphenylene IC1=CC=CC=2C3=C(C=CC=C3C3=C(C=CC=C3C12)I)I